ClC1=C(C2=C(N=N1)N(C=N2)[C@H]2CN(CCC2)CC)C (R)-3-chloro-7-(1-ethylpiperidin-3-yl)-4-methyl-7H-imidazo[4,5-c]pyridazine